ClC1=CC(=C2CN(C(C2=C1)=O)CC)[C@@H](CCC1OCCCO1)N[S@@](=O)C(C)(C)C (S)-N-((R)-1-(6-chloro-2-ethyl-1-oxoisoindolin-4-yl)-3-(1,3-dioxan-2-yl)propyl)-2-methylpropane-2-sulfinamide